nickel-iron-zinc-manganese salt [Mn].[Zn].[Fe].[Ni]